((2R,5S)-5-methyl-2-(2-(1-methylpiperidin-4-yl)benzo[d]thiazol-5-yl)piperidin-1-yl)-2-oxoacetamide C[C@H]1CC[C@@H](N(C1)C(C(=O)N)=O)C=1C=CC2=C(N=C(S2)C2CCN(CC2)C)C1